3-[(4-methoxyphenyl)methyl]-6-(trifluoromethyl)-1H-pyrimidine-2,4-dione COC1=CC=C(C=C1)CN1C(NC(=CC1=O)C(F)(F)F)=O